N-[4-chloro-3-(N,N-dimethylsulfamoyl)phenyl]-5-(3-fluoropyridin-4-yl)-thieno[2,3-b]pyridine-2-carboxamide ClC1=C(C=C(C=C1)NC(=O)C1=CC=2C(=NC=C(C2)C2=C(C=NC=C2)F)S1)S(N(C)C)(=O)=O